[Cl-].C(OC)(OCC)=O methyl ethyl carbonate chloride